N-[[1-[(dimethylamino)methyl]-3-hydroxycyclobutyl]methyl]-4,5,6,7,8,9-hexahydrocycloocta[b]thiophene-2-carboxamide CN(C)CC1(CC(C1)O)CNC(=O)C1=CC2=C(S1)CCCCCC2